C12CC(CC(CC1)N2)C=2OC1=C(N2)C=C(C=C1)Br 2-(8-azabicyclo[3.2.1]oct-3-yl)-5-bromobenzo[d]oxazole